2,6-di-tert-butyl-p-nitroPhenylphenol C(C)(C)(C)C1=C(C(=CC=C1)C(C)(C)C)C1=C(C=CC(=C1)[N+](=O)[O-])O